C(C)(C)(C)OC(=O)N(C(C)C1=C(C=CC(=C1)F)NC1=C(C(=O)OCC)C=C(C(=C1)C(F)(F)F)F)CCCC1=NC(=CC=C1[N+](=O)[O-])OC ethyl 2-((2-(1-((tert-butoxycarbonyl)(3-(6-methoxy-3-nitropyridin-2-yl)propyl)amino)ethyl)-4-fluorophenyl)amino)-5-fluoro-4-(trifluoromethyl)benzoate